C(C1=CC=CC=C1)S(=O)(=O)N1CCCCC1 (benzylsulfonyl)piperidin